methyl 4-((1-chloro-6-methoxyisoquinolin-7-yl) (methyl) amino)-4-oxobutanoate ClC1=NC=CC2=CC(=C(C=C12)N(C(CCC(=O)OC)=O)C)OC